N-(4-Amino-3-fluoro-2-methyl-5-nitrophenyl)-N-methylacetamide NC1=C(C(=C(C=C1[N+](=O)[O-])N(C(C)=O)C)C)F